N-(1-(5-(3-cyano-6-(2-hydroxy-2-methylpropoxy)pyrazolo[1,5-a]pyridin-4-yl)pyridin-2-yl)-4-methylpiperidin-4-yl)-6-methoxynicotinamide C(#N)C=1C=NN2C1C(=CC(=C2)OCC(C)(C)O)C=2C=CC(=NC2)N2CCC(CC2)(C)NC(C2=CN=C(C=C2)OC)=O